1-(5-(5-chloro-2-methoxypyridin-4-yl)-1H-pyrazole-3-carbonyl)-N-(1-phenylpiperidin-4-yl)piperidine-4-carboxamide ClC=1C(=CC(=NC1)OC)C1=CC(=NN1)C(=O)N1CCC(CC1)C(=O)NC1CCN(CC1)C1=CC=CC=C1